4-((2-cyano-4-fluorophenyl)thio)-6-(6-((3R,4R)-3,4-dihydroxypyrrolidin-1-yl)pyridin-3-yl)pyrazolo[1,5-a]pyridine-3-carbonitrile C(#N)C1=C(C=CC(=C1)F)SC=1C=2N(C=C(C1)C=1C=NC(=CC1)N1C[C@H]([C@@H](C1)O)O)N=CC2C#N